1-(5-((4-amino-6-chloro-1H-pyrazolo[3,4-d]pyrimidin-1-yl)methyl)-2-methoxyphenethyl)-5-(hydroxymethyl)pyridin-2(1H)-one NC1=C2C(=NC(=N1)Cl)N(N=C2)CC=2C=CC(=C(CCN1C(C=CC(=C1)CO)=O)C2)OC